tert-butyl (R)-2-(5-amino-2-fluoropyridin-3-yl)piperidine-1-carboxylate NC=1C=C(C(=NC1)F)[C@@H]1N(CCCC1)C(=O)OC(C)(C)C